FC1=CC=C(C=C1)C(CSC1=NC2=CC(=C(C=C2C=C1C#N)C)C)=O 2-((2-(4-fluorophenyl)-2-oxoethyl)thio)-6,7-dimethylquinoline-3-carbonitrile